N-(1-cyclobutyl-5-fluoro-1H-benzo[d]imidazol-2-yl)-3,3-dimethylbutyramide C1(CCC1)N1C(=NC2=C1C=CC(=C2)F)NC(CC(C)(C)C)=O